C1(=C(C(=CC=C1)S(=O)(=O)[O-])C=1C(=CC=CC1)O)O.[Na+] sodium biphenolsulfonate